C(CCC)OC=1C=C(C(=O)C=2C=C3C(=CNC3=CC2)C=2CCN(CC2)CCCCC)C=CC1 5-(3-butoxybenzoyl)-3-(1-pentyl-1,2,3,6-tetrahydropyridin-4-yl)-1H-indole